1,1-Difluoro-2-{1-[4-fluoro-2-(trifluoromethyl)phenyl]-1H-pyrazol-3-yl}-6-azaspiro[2.5]octan-6-sulfonamid FC1(C(C12CCN(CC2)S(=O)(=O)N)C2=NN(C=C2)C2=C(C=C(C=C2)F)C(F)(F)F)F